4-cyclohexen-3-one C1CC(C=CC1)=O